FC1CN(C1)C=1C=C(C=CC1)C(C(=O)OC)OC Methyl 2-[3-(3-fluoroazetidin-1-yl) phenyl]-2-methoxy-acetate